dimethyl 9-[(1-methyl-4-piperidyl)methylamino]heptadecanedioate CN1CCC(CC1)CNC(CCCCCCCC(=O)OC)CCCCCCCC(=O)OC